C(C)OC=1C=C(C=NC1)C1=CC2=C(N=C3N2C(CC3)C3=CC=CC=C3)C=C1 7-(5-ethoxypyridin-3-yl)-1-phenyl-2,3-dihydro-1H-benzo[d]pyrrolo[1,2-a]imidazole